pyridine-triacetic acid N1=C(C(=C(C=C1)CC(=O)O)CC(=O)O)CC(=O)O